1,1,1,3,3,3-hexafluoropropan-2-yl (R or S)-1-((2-methylpyridin-3-yl)carbamoyl)-6-azaspiro[2.5]octane-6-carboxylate CC1=NC=CC=C1NC(=O)[C@@H]1CC12CCN(CC2)C(=O)OC(C(F)(F)F)C(F)(F)F |o1:10|